[3-methyl-2-(trifluoromethyl)pyridin-4-yl]boronic acid CC=1C(=NC=CC1B(O)O)C(F)(F)F